6-((2-methoxy-4-((4-morpholinopiperidin-1-yl)sulfonyl)phenyl)amino)-4-((2-(methylsulfonyl)ethyl)amino)-1H-pyrrolo[2,3-b]pyridine-3-carbonitrile COC1=C(C=CC(=C1)S(=O)(=O)N1CCC(CC1)N1CCOCC1)NC1=CC(=C2C(=N1)NC=C2C#N)NCCS(=O)(=O)C